C(C)C=1C(=CC=C2C=C(C=C(C12)C1=CC=C2C(=NC(=NC2=C1F)OCC1(CC1)C=O)N1CC2CCC(C1)N2C(=O)OC(C)(C)C)OCOC)F tert-butyl 3-(7-(8-ethyl-7-fluoro-3-(methoxymethoxy) naphthalen-1-yl)-8-fluoro-2-((1-formylcyclopropyl) methoxy) quinazolin-4-yl)-3,8-diazabicyclo[3.2.1]octane-8-carboxylate